6-(6-(1-(8-isopropyl-8-azabicyclo[3.2.1]octan-3-yl)piperidin-4-yl)-1,4-dimethyl-1H-benzo[d]imidazol-2-yl)-8-methoxy-[1,2,4]triazolo[1,5-a]pyridine C(C)(C)N1C2CC(CC1CC2)N2CCC(CC2)C=2C=C(C1=C(N(C(=N1)C=1C=C(C=3N(C1)N=CN3)OC)C)C2)C